S1C=NC(=C1)COC1=C(C=C2C=C(NC2=C1)CNC(=O)N1CCC1)OC(F)(F)F N-({6-[(1,3-thiazol-4-yl)methoxy]-5-trifluoromethoxy-2-indolyl}methyl)-1-azetidinecarboxamide